N-(5-chloro-2-hydroxy-2,3-dihydro-1H-inden-1-yl)-6-(4-chlorophenyl)-2-(1-methyl-1H-pyrazol-4-yl)-3-oxo-2,3-dihydropyridazine-4-carboxamide ClC=1C=C2CC(C(C2=CC1)NC(=O)C=1C(N(N=C(C1)C1=CC=C(C=C1)Cl)C=1C=NN(C1)C)=O)O